C1=CC=C(C=C1)NC(=O)CI 2-iodo-N-phenylacetamide